CC1(OC[C@@H](O1)[C@H]1OC([C@@H]2[C@H]1OC(O2)(C)C)O)C (3aS,6R,6aS)-6-((R)-2,2-dimethyl-1,3-dioxolan-4-yl)-2,2-dimethyltetrahydrofuro[3,4-d][1,3]dioxol-4-ol